(4-(3-chloropropyloxy)phenyl)-3,7-dimethoxy-1-methylquinolin-4(1H)-one ClCCCOC1=CC=C(C=C1)C=1N(C2=CC(=CC=C2C(C1OC)=O)OC)C